C(C1=CC=CC=C1)(=O)ON=C(CC1=CC=C(C=C1)SC1=CC=CC=C1)C N-benzoyloxy-1-(4-phenylmercaptophenyl)propane-2-imine